(E)-4-(2-(5-methoxy-1H-indol-3-yl)vinyl)-1-methylquinoline iodonium salt [IH2+].COC=1C=C2C(=CNC2=CC1)/C=C/C1=CCN(C2=CC=CC=C12)C